3-chloro-5-fluorophenyl-5,5-difluoro-3-((R)-methylsulfinyl)-4,5,6,7-tetrahydro-1H-indol-4-ol ClC=1C=C(C=C(C1)F)N1C=C(C=2C(C(CCC12)(F)F)O)[S@](=O)C